2-(4-(((tert-butyldimethylsilyl)oxy)methyl)phenoxy)-6-(methoxycarbonyl)tetrahydro-2H-pyran-3,4,5-triyl triacetate C(C)(=O)OC1C(OC(C(C1OC(C)=O)OC(C)=O)C(=O)OC)OC1=CC=C(C=C1)CO[Si](C)(C)C(C)(C)C